FC=1C=C(C=CC1F)C=1N=CN(C1)[C@@H]1[C@H]2C[C@@H]([C@@H](C1)C2)N (1R,2S,4R,5S)-5-(4-(3,4-difluorophenyl)-1H-imidazol-1-yl)bicyclo[2.2.1]heptan-2-amine